6-Chloro-5-(3-cyano-2-methylphenyl)pyridine-2-carboxylic acid tert-butyl ester C(C)(C)(C)OC(=O)C1=NC(=C(C=C1)C1=C(C(=CC=C1)C#N)C)Cl